N-((2R,3R,4R,5S,6R)-2,4,5-trihydroxy-6-(hydroxymethyl)tetrahydro-2H-pyran-3-yl)acetamide O[C@@H]1O[C@@H]([C@H]([C@@H]([C@H]1NC(C)=O)O)O)CO